FC1=C(C=C(C(=C1)C(F)(F)F)F)NS(=O)(=O)C1=CNC(=C1)C1=COC=C1 N-(2,5-difluoro-4-(trifluoromethyl)phenyl)-5-(furan-3-yl)-1H-pyrrole-3-sulfonamide